CN(C=1C(=CC=2C(N(C=3N(C2C1)[C@H]1[C@@H](N3)CCC1)C([2H])([2H])C=1C=NN(C1)C)=O)S(=O)(=O)NC1(CC1)C)C (7aS,10aR)-2-(dimethylamino)-6-((1-methyl-1H-pyrazol-4-yl)methyl-d2)-N-(1-methylcyclopropyl)-5-oxo-6,7a,8,9,10,10a-hexahydro-5H-cyclopenta[4,5]imidazo[1,2-a]quinazoline-3-sulfonamide